CCCCCCCCCCCCCCCCCCCCOC[C@H](COP(=O)(O)OC[C@@H](C(=O)O)N)OC(=O)CCCCC/C=C\C/C=C\C/C=C\C/C=C\CCCCC 1-eicosyl-2-(7Z,10Z,13Z,16Z-docosatetraenoyl)-glycero-3-phosphoserine